2,2-difluorotetrachloroethane FC(C(Cl)(Cl)Cl)(F)Cl